5-Bromo-N1-phenylbenzene-1,2-diamine BrC1=CC=C(C(=C1)NC1=CC=CC=C1)N